C(C)OC(C)=O.[Ti] titanium ethylacetate